(3R)-3-((4-methoxybenzyl)(methyl)amino)-2-methylbutan-1-ol COC1=CC=C(CN([C@@H](C(CO)C)C)C)C=C1